Methyl (S)-3-(3-(4-(4-hydroxyphenyl)butan-2-yl)ureido)-4-methylbenzoate OC1=CC=C(C=C1)CC[C@H](C)NC(NC=1C=C(C(=O)OC)C=CC1C)=O